BrC1=CC(=C(O[C@H](C(=O)O)CCF)C=C1)C1=NOC=C1 (2S)-2-(4-bromo-2-(isoxazol-3-yl)phenoxy)-4-fluorobutanoic acid